5,15-bis-(3,5-di-tert-butylphenyl)-10,20-bis-phenylporphyrin C(C)(C)(C)C=1C=C(C=C(C1)C(C)(C)C)C=1C2=CC=C(N2)C(=C2C=CC(C(=C3C=CC(=C(C=4C=CC1N4)C4=CC=CC=C4)N3)C3=CC(=CC(=C3)C(C)(C)C)C(C)(C)C)=N2)C2=CC=CC=C2